methylphenylenglycol CC1=C(C(=CC=C1)O)O